6-Isobutyl-4,4-dimethyl-2,3,4,6,7,8-hexahydro-5H-chromen-5-on C(C(C)C)C1C(C=2C(CCOC2CC1)(C)C)=O